OCCOC=1C=C(C=CC1)C1COC2=C1C=C(C=C2C(=O)NC)C(=O)N 3-(3-(2-hydroxyethoxy)phenyl)-N7-methyl-2,3-dihydrobenzofuran-5,7-dicarboxamide